(7br,10ar)-1,2,3,4,8,9,10,10a-octahydro-7bh-cyclopenta-[b][1,4]diazepino[6,7,1-hi]indole C1CNCC=2C=CC=C3[C@@H]4[C@H](N1C23)CCC4